5-cyclopropyl-2-(4-fluoro-2-methoxy-phenoxy)pyridine-3-carboxylic acid methyl ester COC(=O)C=1C(=NC=C(C1)C1CC1)OC1=C(C=C(C=C1)F)OC